C(C)(C)(C)OC(=O)N1CCC(CC1)C=1SC2=C(N1)C(=C(N2C(=O)OC(C)(C)C)C=2C(=C(C=1N(C2)N=CN1)C)C)C(C)C tert-butyl 2-(1-(tert-butoxy carbonyl) piperidin-4-yl)-5-(7,8-dimethyl-[1,2,4]triazolo[1,5-a]pyridin-6-yl)-6-isopropyl-4H-pyrrolo[3,2-d]thiazole-4-carboxylate